(2-chloroethyl)-(3-methoxy-4-nitrophenyl) sulfide ClCCSC1=CC(=C(C=C1)[N+](=O)[O-])OC